(5s,8r)-3,5-difluoro-8-[(1s,2r)-2-fluoro-1-hydroxy-7-(1H-pyrazol-5-yl)-2,3-dihydro-1H-inden-4-yl]-5,6,7,8-tetrahydronaphthalene-1-carbonitrile FC=1C=C(C=2[C@H](CC[C@@H](C2C1)F)C1=C2C[C@H]([C@H](C2=C(C=C1)C1=CC=NN1)O)F)C#N